ClC1=NC=C(C(=N1)NC1=C(C=C(OCCCCCC=2C(=CC(=C(C2)NC(OC(C)(C)C)=O)OC)N2CCN(CC2)C)C=C1)C(N(C)C)=O)Cl tert-butyl (5-(5-(4-((2,5-dichloropyrimidin-4-yl)amino)-3-(dimethylcarbamoyl)phenoxy)pentyl)-2-methoxy-4-(4-methylpiperazin-1-yl)phenyl)carbamate